C(C)(C)(C)O[C@H]1[C@@H](C[C@H]2N(CCC3=CC(=C(C=C23)OC)OC2C=C(C2)F)C1)O (2R,3R,11bR)-3-(tert-butoxy)-9-((3-fluorocyclobut-2-en-1-yl)oxy)-10-methoxy-1,3,4,6,7,11b-hexahydro-2H-pyrido[2,1-a]isoquinolin-2-ol